CN1C(C(=C(C2=CC=CC=C12)N1CC2(CC1)CN(CC2)C2=CC=C(C=C2)OC(F)(F)F)C#N)=O 1-methyl-2-oxo-4-{7-[4-(trifluoromethoxy)phenyl]-2,7-diazaspiro[4.4]nonan-2-yl}-1,2-dihydroquinoline-3-carbonitrile